4-(3,4-difluorophenyl)-N-[3-fluoro-4-(1,2,4-triazol-1-yl)phenyl]-6,7-dihydro-5H-[1,2,4]triazolo[1,5-a]pyrimidin-2-amine FC=1C=C(C=CC1F)N1C=2N(CCC1)N=C(N2)NC2=CC(=C(C=C2)N2N=CN=C2)F